tert-Butyl (3RS,4RS)-4-[4-[4-[2-[tert-butyl (dimethyl)silyl]oxy-1-(5-fluoro-2-pyridyl)ethoxy] pyrazolo[1,5-a]pyridin-6-yl]-5-methyl-triazol-1-yl]-3-methyl-piperidine-1-carboxylate [Si](C)(C)(C(C)(C)C)OCC(OC=1C=2N(C=C(C1)C=1N=NN(C1C)[C@H]1[C@@H](CN(CC1)C(=O)OC(C)(C)C)C)N=CC2)C2=NC=C(C=C2)F |r|